ClC=1C(=C2C=NNC2=C(C1F)N(C(C)=O)C)C1=CC2=C(N=C(S2)NC(=O)C2C(C2)F)C=C1 N-(6-(5-chloro-6-fluoro-7-(N-methylacetamido)-1H-indazol-4-yl)benzo[d]thiazol-2-yl)-2-fluorocyclopropane-1-carboxamide